C(CCCCC)OC(C1=CC(C(=O)O)=CC=C1)=O.C(C1=CC(C(=O)O)=CC=C1)(=O)OCCCCCCCCCC n-decyl isophthalate (n-hexyl)isophthalate